NC1COC2=C1C=C(C=C2)C[C@H](C(=O)N2C(OC[C@@H]2CC2=CC=CC=C2)=O)[C@@H]2CN(CC2)C(=O)OC(C)(C)C tert-butyl (3R)-3-((2S)-3-(3-amino-2,3-dihydrobenzofuran-5-yl)-1-((S)-4-benzyl-2-oxooxazolidin-3-yl)-1-oxopropan-2-yl)pyrrolidine-1-carboxylate